BrN1C(CCC1)=O N-bromo-pyrrolidone